C(C)(C)(C)C1=CC=C2C(=N1)N(N=C2N)C2=C(C=C(C=C2C)C)C 6-tert-butyl-1-(2,4,6-trimethylphenyl)pyrazolo[3,4-b]pyridin-3-amine